1-isopropyl-6-(3-((2-methoxy-4-(methylsulfonyl)phenyl)amino)prop-1-yn-1-yl)-N-(1-methylpiperidin-4-yl)-1H-indol-4-amine C(C)(C)N1C=CC=2C(=CC(=CC12)C#CCNC1=C(C=C(C=C1)S(=O)(=O)C)OC)NC1CCN(CC1)C